NCC=1C=CC=C2C(=CC(=NC12)C(=O)O)OCC(C)C 8-(aminomethyl)-4-isobutoxyquinoline-2-carboxylic acid